CC(CO)(C)N1N=NC2=C1C=CC(=C2)C2=NOC(=N2)C=2C=NC=CC2C(F)(F)F 2-methyl-2-(5-(5-(4-(trifluoromethyl)pyridin-3-yl)-1,2,4-oxadiazol-3-yl)-1H-benzo[d][1,2,3]triazol-1-yl)propan-1-ol